(S)-2-chloro-N-(4-methyl-3-((3-(2-(piperidin-3-ylamino)pyrimidin-4-yl)pyridin-2-yl)oxy)phenyl)benzenesulfonamide ClC1=C(C=CC=C1)S(=O)(=O)NC1=CC(=C(C=C1)C)OC1=NC=CC=C1C1=NC(=NC=C1)N[C@@H]1CNCCC1